((4-hydroxybutyl)azanediyl)bis(hexan-6,1-diyl)bis(2-hexyldecanoate) OCCCCN(CCCCCCC(C(=O)[O-])(CCCCCCCC)CCCCCC)CCCCCCC(C(=O)[O-])(CCCCCCCC)CCCCCC